CC1([N-]C(=C(N1)C)C)C dimethyl 4,5-dimethylimidazolate